5,7-dihydroxy-2-(2-hydroxyphenyl)-8-((4-(2-hydroxyphenyl)piperazin-1-yl)methyl)-4H-benzopyran-4-one OC1=CC(=C(C2=C1C(C=C(O2)C2=C(C=CC=C2)O)=O)CN2CCN(CC2)C2=C(C=CC=C2)O)O